1-pyridin-4-yl-ethanone N1=CC=C(C=C1)C(C)=O